2-(2'-fluorophenyl)-4,5-diphenyl-imidazole FC1=C(C=CC=C1)C=1NC(=C(N1)C1=CC=CC=C1)C1=CC=CC=C1